N1=CC=C(C=C1)C=1OC2=C(N1)C=CC=C2 2-(4-pyridyl)benzoxazole